6-amino-5-fluoro-4-isopropoxynicotinic acid methyl ester COC(C1=CN=C(C(=C1OC(C)C)F)N)=O